2,5-Bis(5-tert-butyl-2-benzoxazolyl)thiophen C(C)(C)(C)C=1C=CC2=C(N=C(O2)C=2SC(=CC2)C=2OC3=C(N2)C=C(C=C3)C(C)(C)C)C1